(2S)-2-(3-(dimethylamino)-2,5-dioxopyrrolidin-1-yl)-N-(2-fluorobenzyl)propionamide methanesulfonate CS(=O)(=O)O.CN(C1C(N(C(C1)=O)[C@H](C(=O)NCC1=C(C=CC=C1)F)C)=O)C